2-(6-chloro-1-methoxy-2,7-naphthyridin-4-yl)propane-1,2-diol ClC=1C=C2C(=CN=C(C2=CN1)OC)C(CO)(C)O